benzbenzanthracene C1=CC=CC=2C=CC=3C=C4C=CC5=C(C4=CC3C21)C=CC=C5